C(C)(=O)O[C@@]1([C@H](O[C@H]([C@@H]1OC(C)=O)N1N=CC=2C1=NC(=NC2N)Cl)COC(C(=O)OCC)(CC2=CC=CC=C2)C=2N=CSC2)C#C (2R,3R,4R,5R)-5-(4-amino-6-chloro-1H-pyrazolo-[3,4-d]pyrimidin-1-yl)-2-(((1-ethoxy-1-oxo-3-phenyl-2-(thiazol-4-yl)propan-2-yl)oxy)-methyl)-3-ethynyltetrahydrofuran-3,4-diyl diacetate